C(C)(C)OC(=O)C=1C(N(N=CC1)C(C)C)=O 2-isopropyl-3-oxo-2,3-dihydropyridazine-4-carboxylic acid isopropyl ester